N(=[N+]=[N-])CCNCCN=[N+]=[N-] bis(2-azidoethyl)amine